C1(=C(C=CC=C1)P(OC1=C(C=CC2=CC=CC=C12)C1=C(C=CC=C1[N+](=O)[O-])C)([O-])=O)C 2-methyl-6-nitrophenylnaphthalen-1-yl (S)-o-tolylphosphonate